N1CC(=CC1)C=1C=CC=2N=C3COCC4(N3C2N1)COC1=C4C=CC=C1 2'-(2,5-dihydro-1H-pyrrol-3-yl)-6',8'-dihydro-2H-spiro[benzofuran-3,9'-pyrido[3',2':4,5]imidazo[2,1-c][1,4]oxazine]